N-[2-({[2-{[4-(1-hydroxyethyl)phenyl]amino}-5-(trifluoromethyl)pyrimidin-4-yl]amino}methyl)pyridin-3-yl]-N-methylmethane-sulfonamide OC(C)C1=CC=C(C=C1)NC1=NC=C(C(=N1)NCC1=NC=CC=C1N(S(=O)(=O)C)C)C(F)(F)F